CC(CCCC(=O)OC=C)C vinyl 5-methylcaproate